glycyl-prolyl-p-nitroaniline NCC(=O)N1[C@@H](CCC1)C(=O)NC1=CC=C(C=C1)[N+](=O)[O-]